N-[(1H-benzimidazol-2-yl)methyl]-2-(methanesulfonyl)-8-methylpyrazolo[1,5-a][1,3,5]triazin-4-amine N1C(=NC2=C1C=CC=C2)CNC2=NC(=NC=1N2N=CC1C)S(=O)(=O)C